BrCCC=1C=CC2=C(CCO2)C1 5-(2-bromoethyl)-2,3-dihydrobenzofuran